N-[2-(6-chloro-2-pyridyl)-2-(1,3,5-trimethylpyrazol-4-yl)ethyl]-3-(3,5-difluoro-2-pyridyl)isoxazole-5-carboxamide ClC1=CC=CC(=N1)C(CNC(=O)C1=CC(=NO1)C1=NC=C(C=C1F)F)C=1C(=NN(C1C)C)C